OC=1C=C(C(=O)O[C@@H]2[C@H](OC3=CC(=CC(=C3C2)O)O)C2=CC(=C(C=C2)O)O)C=CC1NS(=O)(=O)C (2R,3S)-2-(3,4-dihydroxyphenyl)-5,7-dihydroxychroman-3-yl 3-hydroxy-4-(methylsulfonamido)benzoate